4-methyl-5-(3-morpholino-5-((tetrahydro-2H-pyran-4-yl)oxy)phenyl)thiazol-2-amine CC=1N=C(SC1C1=CC(=CC(=C1)OC1CCOCC1)N1CCOCC1)N